(R)-2-(2,2-Dimethyl-1,3-dioxolan-4-yl)-5-nitropyridine CC1(OC[C@H](O1)C1=NC=C(C=C1)[N+](=O)[O-])C